CC=1C=C(C=C(C1)C(F)(F)F)NC(=O)[NH-] ((3-methyl-5-(trifluoromethyl)phenyl)carbamoyl)amide